NC1(C(CCCCC1)(C1CCCCCC1)C)N diamino-methylbicycloheptane